tert-butyl 4-[4-[3-cyano-4-[6-[4-[(1R)-1-(2-pyridyl)ethyl]piperazin-1-yl]-3-pyridyl]pyrazolo[1,5-a]pyrazin-6-yl]pyrazol-1-yl]piperidine-1-carboxylate C(#N)C=1C=NN2C1C(=NC(=C2)C=2C=NN(C2)C2CCN(CC2)C(=O)OC(C)(C)C)C=2C=NC(=CC2)N2CCN(CC2)[C@H](C)C2=NC=CC=C2